C(C)C(CC(C[Na])O)CCCC 2-ethyl-hexyl-2-hydroxy-ethyl-sodium